CC(CCN1CCC(CC1)NC(=O)C1=NNC(=C1C(C)C)C=1C=C(C=2N(C1)N=CN2)C)(C)C N-(1-(3,3-dimethylbutyl)piperidin-4-yl)-4-isopropyl-5-(8-methyl-[1,2,4]triazolo[1,5-a]pyridin-6-yl)-1H-pyrazole-3-carboxamide